methyl-N2-[2-(7-methyl-2,7-diazaspiro[4.4]non-2-yl)pyridin-5-yl]-N4-(2-oxo-2,3-dihydro-1,3-benzoxazol-5-yl)-2,4-pyrimidinediamine CC=1C(=NC(=NC1)NC=1C=CC(=NC1)N1CC2(CC1)CN(CC2)C)NC=2C=CC1=C(NC(O1)=O)C2